lithium 2-(3-cyanophenyl)-2,2-difluoroacetate C(#N)C=1C=C(C=CC1)C(C(=O)[O-])(F)F.[Li+]